9,10-bis((E)-styryl)anthracene tert-butyl-N-[(1S)-1-cyclohexyl-2-[4-(4-methyl-1,2,4-triazol-3-yl)anilino]-2-oxo-ethyl]carbamate C(C)(C)(C)OC(N[C@H](C(=O)NC1=CC=C(C=C1)C1=NN=CN1C)C1CCCCC1)=O.C(=C\C1=CC=CC=C1)/C=1C2=CC=CC=C2C(=C2C=CC=CC12)\C=C\C1=CC=CC=C1